3,3-dimethyl-2,3-dihydro-1H-pyrrolo[3,2-b]pyridin CC1(CNC=2C1=NC=CC2)C